1'-(3-((4-(heptyloxy)phenyl)sulfonyl)-6-(methylsulfinyl)quinolin-4-yl)-[1,4'-bipiperidin]-4-ol C(CCCCCC)OC1=CC=C(C=C1)S(=O)(=O)C=1C=NC2=CC=C(C=C2C1N1CCC(CC1)N1CCC(CC1)O)S(=O)C